(S)-4-fluoro-2,3-dihydro-1H-inden-1-amine FC1=C2CC[C@@H](C2=CC=C1)N